tert-butyl 4-(4-cyano-6-(4-cyano-3-fluorophenyl)-5-(3-fluoro-4-methoxyphenyl)pyrid-2-yl)-1,4-diazacycloheptane-1-carboxylate C(#N)C1=CC(=NC(=C1C1=CC(=C(C=C1)OC)F)C1=CC(=C(C=C1)C#N)F)N1CCN(CCC1)C(=O)OC(C)(C)C